3-chloro-2-(2-chloroethoxy)-5-(7-((2-(methylsulfonyl)pyrimidin-4-yl)methoxy)-2H-benzo[b][1,4]oxazin-4(3H)-yl)benzonitrile ClC=1C(=C(C#N)C=C(C1)N1C2=C(OCC1)C=C(C=C2)OCC2=NC(=NC=C2)S(=O)(=O)C)OCCCl